S1C=NC2=C1C=CC(=C2)OC2=CC(=C(C=C2C)NC2=NC=NC1=CC(=C(C=C21)NC(/C(=C/[C@@H]2N(CCC2)C)/F)=O)OC)OC (R,Z)-N-(4-((4-(benzo[d]thiazol-5-yloxy)-2-methoxy-5-methylphenyl)amino)-7-methoxy-quinazolin-6-yl)-2-fluoro-3-(1-methylpyrrolidin-2-yl)acrylamide